C1(CCCC1)OB(O)O cyclopentyl-boric acid